Cl.ClC1=CC=C(C=N1)CN1C(N=CC=C1)=N 1-((6-chloropyridin-3-yl)methyl)pyrimidin-2(1H)-imine hydrochloride